C(CC)N(CC)CC n-propyldiethylamine